S1C(=NC2=C1C=CC=C2)NC(=NC(=O)NC2=C(C=CC=C2)[N+](=O)[O-])N N-benzo[d]thiazol-2-yl-N''-(2-nitroaniline-carbonyl)-guanidine